N-(1-(5-(6-(3-cyanopyrrolo[1,2-b]pyridazin-7-yl)-4-(isopropylamino)pyridin-3-yl)-1,3,4-thiadiazol-2-yl)azetidin-3-yl)acetamide C(#N)C1=CC=2N(N=C1)C(=CC2)C2=CC(=C(C=N2)C2=NN=C(S2)N2CC(C2)NC(C)=O)NC(C)C